C(C)(C)(C)[Si](C1=CC=CC=C1)(C1=CC=CC=C1)OC[C@@H](C)OC1=NC(=NC=C1C(F)(F)F)SC tert-butyl-[(2R)-2-[2-methylsulfanyl-5-(trifluoromethyl)pyrimidin-4-yl]oxypropoxy]-diphenyl-silane